NC=1C=C(C=CC1)N(C(C)=O)CC1=CC=CC=C1 N-(3-aminophenyl)-N-benzyl-acetamide